ClC1=NC=C(C(=C1)F)C#CC1CCN(CC1)S(=O)(=O)C1CC1 2-chloro-5-((1-(cyclopropylsulfonyl)piperidin-4-yl)ethynyl)-4-fluoropyridine